N1=CN=CC2=C1CCCS2 7,8-dihydro-6H-thiopyrano[3,2-d]pyrimidine